benzyl 1',2'-dihydrospiro[piperidine-4,3'-pyrrolo[3,2-b]pyridine]-1-carboxylate N1CC2(C3=NC=CC=C31)CCN(CC2)C(=O)OCC2=CC=CC=C2